The molecule is an acyl-CoA oxoanion arising from deprotonation of the phosphate, diphosphate and carboxylic acid functions of 3-methylfumaroyl-CoA. It is a conjugate base of a 3-methylfumaryl-CoA. C/C(=C\\C(=O)SCCNC(=O)CCNC(=O)[C@@H](C(C)(C)COP(=O)([O-])OP(=O)([O-])OC[C@@H]1[C@H]([C@H]([C@@H](O1)N2C=NC3=C(N=CN=C32)N)O)OP(=O)([O-])[O-])O)/C(=O)[O-]